(2,2,6,6-tetramethylpiperazin-1-yl) oxide CC1(N(C(CNC1)(C)C)ON1C(CNCC1(C)C)(C)C)C